C(#N)C1=CC=C(C=C1)C(C(=O)NCC=1C=C2CN(C(C2=CC1)=O)C1C(NC(CC1)=O)=O)=O 2-(4-cyanophenyl)-N-((2-(2,6-dioxopiperidin-3-yl)-1-oxoisoindolin-5-yl)methyl)-2-oxoacetamide